C1(CC1)C(=O)C=1N=C2N(N1)[C@@H](C[C@@H]2F)C=2C=NN(C2)C cyclopropyl((5S,7S)-7-fluoro-5-(1-methyl-1H-pyrazol-4-yl)-6,7-dihydro-5H-pyrrolo[1,2-b][1,2,4]triazol-2-yl)methanone